9-(4-((1-(3,3-Difluoropropyl)azetidin-3-yliden)methyl)phenyl)-8-(3-methyl-2-(trifluoromethyl)phenyl)-6,7-dihydro-5H-benzo[7]annulen FC(CCN1CC(C1)=CC1=CC=C(C=C1)C1=C(CCCC2=C1C=CC=C2)C2=C(C(=CC=C2)C)C(F)(F)F)F